(S)-N-((S)-1-(3-cyano-2-fluorophenyl)-3-(trimethylsilyl)prop-2-yn-1-yl)-2-methylpropane-2-sulfinamide C(#N)C=1C(=C(C=CC1)[C@@H](C#C[Si](C)(C)C)N[S@@](=O)C(C)(C)C)F